CC1(CN(C1)C1=NC(=CC2=C1N=C(N=C2)NC2=C(C=C(C=C2)C=2N=C(OC2C)C)OCC)C)C 8-(3,3-dimethylazetidin-1-yl)-N-(4-(2,5-dimethyloxazol-4-yl)-2-ethoxyphenyl)-6-methylpyrido[3,4-d]pyrimidin-2-amine